O=C1NC(C(N1)(C1CCOCC1)C1=CC=C(C(=O)O)C=C1)=O 4-[2,5-dioxo-4-(tetrahydropyran-4-yl)imidazolidin-4-yl]benzoic acid